NC1=NC2=C(C=3N1N=C(N3)C=3OC=CC3)C=NN2[C@](C(=O)NCC2=NC=CC=C2OC)(C)C2=CC=CC=C2 (R)-2-(5-amino-2-(furan-2-yl)-7H-pyrazolo[4,3-e][1,2,4]triazolo[1,5-c]pyrimidin-7-yl)-N-((3-methoxypyridin-2-yl)methyl)-2-phenylpropanamide